C(CC)C(C(=O)O)(C(=O)O)CCC diPropylmalonic acid